1-isopropylpyrrolo[2,3-c]pyridine-5-carbaldehyde C(C)(C)N1C=CC=2C1=CN=C(C2)C=O